OC1=CC=C2C(=CC=NC2=C1)C(=O)O 7-hydroxyquinoline-4-carboxylic acid